C(CCCCCCCCCCC)N(O)CCCCCCCCCCCC N,N-dilauryl-hydroxylamine